3-methylpiperazine-1-Formic acid tert-butyl ester C(C)(C)(C)OC(=O)N1CC(NCC1)C